CC=1C(=NC2=CC=NC=C2C1C(=O)O)C1=CC=C(C=C1)OCC methyl-2-(4-ethoxyphenyl)-1,6-naphthyridine-4-carboxylic acid